3-(4-fluorophenyl)-1H-pyrrole-2-carboxylic acid methyl ester COC(=O)C=1NC=CC1C1=CC=C(C=C1)F